ClC1=C2C=C(N(C2=CC(=C1Cl)OC)C)C(=O)NC1(COC1)C1=CC=C(C=C1)C(C(=O)O)C 2-{4-[3-(4,5-dichloro-6-methoxy-1-methyl-1H-indole-2-amido)oxetan-3-yl]phenyl}propanoic acid